Cl.Cl.N(=NC(C)(C)C=1NCCN1)C(C)(C)C=1NCCN1 2,2'-azobis[2-(2-imidazolin-2-yl)-propane] dihydrochloride